methyl (S)-2-(p-chlorophenoxy)butyrate ClC1=CC=C(O[C@H](C(=O)OC)CC)C=C1